3-chloro-4-(difluoromethyl)-5-ethoxypyridine ClC=1C=NC=C(C1C(F)F)OCC